Tri(2-Ethyl-2,3-dimethyl-1-butyl)citrat C(C)C(CC(C(C(C(=O)[O-])(CC(C(C)C)(CC)C)CC(C(C)C)(CC)C)(O)C(=O)[O-])C(=O)[O-])(C(C)C)C